O=C1NC(CCC1N1C(C2=CC=CC(=C2C1=O)SCCCCCCN1CCC(CC1)C1=CC=C(C(=O)N2CCC(CC2)CCCCNC(\C=C\C=2C=NC=CC2)=O)C=C1)=O)=O (E)-N-(4-(1-(4-(1-(6-((2-(2,6-dioxopiperidin-3-yl)-1,3-dioxoisoindolin-4-yl)thio)hexyl)piperidin-4-yl)benzoyl)piperidin-4-yl)butyl)-3-(pyridin-3-yl)acrylamide